O[C@H](C(=O)[O-])C.C(C)[NH+]1CCN(CC1)C1=C(C=C(C=C1)C(=O)N1CCC(CC1)C1=CC=C(C=C1)OC1=NC=C(C=C1)C(F)(F)F)NS(=O)(=O)CC1=CC=CC=C1 1-ethyl-4-(2-((phenylmethyl)sulfonamido)-4-(4-(4-((5-(trifluoromethyl)pyridin-2-yl)oxy)-phenyl)piperidine-1-carbonyl)phenyl)piperazin-1-ium (S)-2-hydroxypropanoate